N2,N2,N6,N6-tetrakis(2-methoxyethyl)-8-(4-methoxypiperidin-1-yl)-N4-(2-(pyridin-4-yl)ethyl)pyrimido[5,4-d]pyrimidine-2,4,6-triamine COCCN(C=1N=C(C2=C(N1)C(=NC(=N2)N(CCOC)CCOC)N2CCC(CC2)OC)NCCC2=CC=NC=C2)CCOC